COC=1C=C2C(=NC=NC2=CC1OCCCN1CCN(CC1)C)C1=CC=C(C=C1)C=1N(C=CN1)C(=O)N (4-(6-methoxy-7-(3-(4-methylpiperazin-1-yl)propoxy)quinazolin-4-yl)phenyl)-1H-imidazole-1-carboxamide